[N+](=O)([O-])C1=C(C=C(C(=O)O)C=C1)OC 4-nitro-3-methoxybenzoic acid